tert-butyl (1R,5S)-3-(2-chloro-8-fluoro-7-(3-(pivaloyloxy)naphthalen-1-yl)pyrido[4,3-d]pyrimidin-4-yl)-3,8-diazabicyclo[3.2.1]octane-8-carboxylate ClC=1N=C(C2=C(N1)C(=C(N=C2)C2=CC(=CC1=CC=CC=C21)OC(C(C)(C)C)=O)F)N2C[C@H]1CC[C@@H](C2)N1C(=O)OC(C)(C)C